COC=1C(=C(C=C(C1C)OC)B1OC(C(O1)(C)C)(C)C)C 2-(3,5-dimethoxy-2,4-dimethylphenyl)-4,4,5,5-tetramethyl-1,3,2-dioxaborolane